C(C=C)(=O)NC1=CC2=C(NN=N2)C=C1 5-Acryloylaminobenzotriazole